5-fluoro-indoline-2-thione FC=1C=C2CC(NC2=CC1)=S